FC(OC1=C(C=CC(=C1)F)[C@@H]1[C@H](O[C@@]([C@@H]1C)(C(F)(F)F)C)C(=O)NC1=CC(=NC=C1)C(=O)NC)F |o1:10,11,13,14| rel-(2S,3R,4R,5S)-4-[[3-[2-(difluoromethoxy)-4-fluoro-phenyl]-4,5-dimethyl-5-(trifluoromethyl)tetrahydrofuran-2-carbonyl]amino]-N-methyl-pyridine-2-carboxamide